3-(5-{[(5-chlorothiophen-2-yl)methyl]amino}-4-methyl-3-[1-(pyrrolidine-1-sulfonyl)pyrrolidin-3-yl]-1H-pyrazole-1-carbonyl)benzoic acid ClC1=CC=C(S1)CNC1=C(C(=NN1C(=O)C=1C=C(C(=O)O)C=CC1)C1CN(CC1)S(=O)(=O)N1CCCC1)C